OC(C=CC)C 4-hydroxypent-2-en